4-(5-(4-chlorophenyl)-4-methyl-1H-imidazol-2-yl)-N-((4,4-difluorocyclohexyl)methyl)aniline ClC1=CC=C(C=C1)C1=C(N=C(N1)C1=CC=C(NCC2CCC(CC2)(F)F)C=C1)C